C1(CC1)C1=NC(=CC(=C1)C1=NC(=C(C(=C1)N(C)CC1(CCCCC1)COC)N)N)C(F)(F)F 2'-Cyclopropyl-N4-{[1-(methoxymethyl)cyclohexyl]methyl}-N4-methyl-6'-(trifluoromethyl)[2,4'-bipyridine]-4,5,6-triamine